3-oxo-α-ionone CC1=CC(=O)CC(C1/C=C/C(=O)C)(C)C